S1C(=CC=C1)C=1SC(=CC1)C1=CSC=C1 2,2':5',3''-terthiophene